C(C)(C)(C)N(C(O)=O)[C@H]1CN(CCC1)C1=NC=C(C=N1)NC1=CC=C(C=C1)C1=CC2=C(N=CN=C2N2CCOCC2)N1.N[C@H](CCC(=O)O)C(=O)O.C(C)(=O)N([C@@H](C)C(=O)O)C1[C@H](N)[C@@H](O[C@@H](C(=O)O)C)[C@H](O)[C@H](O1)CO N-acetylmuramyl-alanine D-glutamate tert-Butyl-(R)-(1-(5-((4-(4-morpholino-7H-pyrrolo[2,3-d]pyrimidin-6-yl)phenyl)amino)pyrimidin-2-yl)piperidin-3-yl)carbamate